isocyano acetate C(C)(=O)O[N+]#[C-]